CC1(CCC=2C1=NC1=C(C2NC(=O)N=[S@](=O)(N)C2=C(N=C(S2)C(C)(C)O)CO)CCC1)C (R)-N'-((3,3-dimethyl-1,2,3,5,6,7-hexahydrodicyclopenta[b,e]pyridin-8-yl)carbamoyl)-4-(hydroxymethyl)-2-(2-hydroxypropan-2-yl)thiazole-5-sulfonimidamide